(cis-1-amino-2-(difluoromethyl)cyclopropyl)methanol hydrochloride Cl.N[C@@]1([C@@H](C1)C(F)F)CO